3-(3-(3-((2-fluoro-4-iodophenyl)amino)isonicotinamido)azetidin-1-yl)propanoic acid FC1=C(C=CC(=C1)I)NC1=C(C(=O)NC2CN(C2)CCC(=O)O)C=CN=C1